methyl 5-((4-((4-(benzyloxy)-1H-1,2,3-triazol-1-yl)methyl)-6-fluoro-1-(phenylsulfonyl)-1H-indol-5-yl)oxy)-2-fluorobenzimidothioate hydroiodide I.C(C1=CC=CC=C1)OC=1N=NN(C1)CC1=C2C=CN(C2=CC(=C1OC=1C=CC(=C(C(=N)SC)C1)F)F)S(=O)(=O)C1=CC=CC=C1